2-(benzyloxycarbonylamino)-3-(2-fluoro-3-iodo-phenyl)propanoic acid C(C1=CC=CC=C1)OC(=O)NC(C(=O)O)CC1=C(C(=CC=C1)I)F